OCCCCN1C(N(C(C1(C)C)=O)C1=CC(=C(C#N)C=C1)C(F)(F)F)=O 4-[3-(4-hydroxybutyl)-4,4-dimethyl-2,5-dioxo-1-imidazolidinyl]-2-(trifluoromethyl)benzonitrile